2-(4-bromophenyl)-6-((2-fluoro-4-(trifluoromethyl)phenyl)carbamoyl)-4-oxocyclohexane-1-carboxylic acid BrC1=CC=C(C=C1)C1C(C(CC(C1)=O)C(NC1=C(C=C(C=C1)C(F)(F)F)F)=O)C(=O)O